CC=1C=C(SC1)N1C(N(C(C1)=O)CC1=CC(=C(OC(C(=O)OCC)(C)C)C(=C1)C)C)=O Ethyl 2-(4-((3-(4-methylthiophenyl)-2,5-dioxoimidazolin-1-yl) methyl)-2,6-dimethylphenoxy)-2-methylpropionate